C(CC(=O)O)[C@H](C(=O)O)N gamma-D-glutamic acid